FC(OC1=C(C=CC(=C1)NC1CN(C1)CCCF)C1N(C(CC2=C1NC1=CC=CC=C21)C)CC(CO)(F)F)F 3-(1-(2-(Difluoromethoxy)-4-((1-(3-fluoropropyl)azetidin-3-yl)amino)phenyl)-3-methyl-1,3,4,9-Tetrahydro-2H-pyrido[3,4-b]indol-2-yl)-2,2-difluoropropan-1-ol